2-{3-[(3S)-3-cyclopropylpiperazin-1-yl]-1,2,4-triazin-6-yl}-5-([1,2,4]triazolo[1,5-a]pyrazin-6-yl)phenol dihydrochloride Cl.Cl.C1(CC1)[C@H]1CN(CCN1)C=1N=NC(=CN1)C1=C(C=C(C=C1)C=1N=CC=2N(C1)N=CN2)O